2,6-dichloro-8-fluoroquinoline-3-carbonitrile trifluoroacetate FC(C(=O)O)(F)F.ClC1=NC2=C(C=C(C=C2C=C1C#N)Cl)F